FC=1C=2N(C=C(C1)[N+](=O)[O-])C=C(N2)C(=O)OCC ethyl 8-fluoro-6-nitro-imidazo[1,2-a]pyridine-2-carboxylate